2-chloro-4-methyl-3-(8-(methylamino)-[1,2,4]triazolo[1',5':1,6]pyrido[2,3-d]pyrimidin-4-yl)phenol ClC1=C(C=CC(=C1C1=CC=2C(=NC(=NC2)NC)N2C1=NC=N2)C)O